3-((methyl(pentyl)amino)methyl)benzoate CN(CCCCC)CC=1C=C(C(=O)[O-])C=CC1